(1r,3r)-3-(4-(2,2-difluorocyclopropyl)phenoxy)cyclobutan-1-amine hydrochloride Cl.FC1([C@H](C1)C1=CC=C(OC2CC(C2)N)C=C1)F